1,2-di-β-naphthylethane C1=C(C=CC2=CC=CC=C12)CCC1=CC2=CC=CC=C2C=C1